2,4,6-trichlorophenoxy(2,4-dimethylcyclopentadiene) titanium dichloride [Cl-].[Cl-].[Ti+2].ClC1=C(OC2=C(C=C(C2)C)C)C(=CC(=C1)Cl)Cl